C(N)(OC1CCC2CN(CC21)C(C2=CC=C(C=C2)CNC2=C1C(=NC=C2)SC=C1)=O)=O (2-(4-((thieno[2,3-b]pyridin-4-ylamino) methyl) benzoyl) octahydrocyclopenta[c]pyrrol-4-yl) carbamate